C1=C(C=CC2=CC3=CC(=CC=C3C=C12)N)N Anthracene-2,6-Diamine